13,14-Dihydro-carbazolo[1,2-a]carbazol C1=CC=CC=2C=3C=CC=4C(=C5NC6=CC=CC=C6C5=CC4)C3NC12